(2S)-2-amino-4-[[1-[(2R,3S,4S,5R)-3,4-dihydroxy-5-(hydroxymethyl)oxolan-2-yl]-2-oxopyrimidin-4-yl]amino]-4-oxobutanoic acid N[C@H](C(=O)O)CC(=O)NC1=NC(N(C=C1)[C@@H]1O[C@@H]([C@H]([C@@H]1O)O)CO)=O